3-(6-(2-chloro-4-fluoro-5-methoxyphenyl)-3-(1,3-dimethyl-1H-pyrazolo[3,4-c]pyridin-4-yl)-2,4-dioxo-3,4-dihydrothieno[3,2-d]pyrimidin-1(2H)-yl)propionitrile ClC1=C(C=C(C(=C1)F)OC)C1=CC=2N(C(N(C(C2S1)=O)C1=C2C(=CN=C1)N(N=C2C)C)=O)CCC#N